1-(methyl-d3)-3-(((3R,4R)-4-((tert-butyldiphenylsilyl)oxy)tetrahydrofuran-3-yl)oxy)-4-nitro-1H-pyrazole C(N1N=C(C(=C1)[N+](=O)[O-])O[C@@H]1COC[C@H]1O[Si](C1=CC=CC=C1)(C1=CC=CC=C1)C(C)(C)C)([2H])([2H])[2H]